(R)-1-(1-benzylpyrrolidine-3-yl)-3-(4-chlorophenyl)urea C(C1=CC=CC=C1)N1C[C@@H](CC1)NC(=O)NC1=CC=C(C=C1)Cl